C(C)(C)N=S(=O)(CC=1N=C2N(C=C(C=C2)C2=NOC(=N2)C(F)(F)F)C1)C (isopropylimino)(methyl)((6-(5-(trifluoromethyl)-1,2,4-oxadiazol-3-yl)imidazo[1,2-a]pyridin-2-yl)methyl)-λ6-sulfanone